CC(C)C(C(=O)OCC)CC1=CC=NC=C1 Ethyl α-(1-methylethyl)-4-pyridinepropanoate